1-(4-(azetidin-3-yl)-2-fluoro-6-methylbenzyl)piperidine-4-carboxylic acid methyl ester COC(=O)C1CCN(CC1)CC1=C(C=C(C=C1C)C1CNC1)F